t-butyl-(4-hydroxypiperidine) C(C)(C)(C)N1CCC(CC1)O